BrC=1C2=C(C(=NC1)Cl)C=CN2CCCO 3-(7-bromo-4-chloro-1H-pyrrolo[3,2-c]pyridin-1-yl)propan-1-ol